2-(2-dimethylamino-4-pyridyl)-4-fluoro-6-methoxy-5-trifluoromethylpyridine CN(C1=NC=CC(=C1)C1=NC(=C(C(=C1)F)C(F)(F)F)OC)C